CSC(C(=O)N1C(CCCC1)C=1NC(=CN1)C1=CC=C(C=C1)C)C 2-(Methylsulfanyl)-1-(2-(5-(p-tolyl)-1H-imidazol-2-yl)piperidin-1-yl)propan-1-one